Cl.ClC=1C(=C(C=CC1F)C(N)C1=CN=C(S1)C(F)(F)F)F (3-chloro-2,4-difluorophenyl)(2-(trifluoro-methyl)thiazol-5-yl)methanamine HCl